C(C)(C)(C)OC1=CC(=NC=C1)B(O)O 4-(TERT-BUTOXY)PYRIDINE-2-BORONIC ACID